C1(CC1)C1=C(C=CC(=C1)OC)C=1N(C(C2=C(N1)SC1=C2C=CC(=C1O)C=O)=O)CC1=CN=CO1 2-(2-cyclopropyl-4-methoxyphenyl)-8-hydroxy-3-(oxazol-5-ylmethyl)-4-oxo-3,4-dihydrobenzo[4,5]thieno[2,3-d]pyrimidine-7-carbaldehyde